The molecule is a secondary alcohol that is pentane substituted at position 2 by a hydroxy group. It has a role as a polar solvent and a metabolite. It is a secondary alcohol and a pentanol. It derives from a hydride of a pentane. CCCC(C)O